NC1=CC=C(C=C1)S(=O)(=O)NC([2H])([2H])[2H] 4-amino-N-(methyl-d3)benzenesulfonamide